CN(CC(C(CC)(O)C1=CC(=CC=C1)OC)C)C 1-(dimethylamino)-3-(3-methoxyphenyl)-2-methylpentane-3-ol